FC1CC(N(C1)C(CCC=1C=C2C(=NC1)NC=C2)=O)C(=O)NC(C2=CC=C(C=C2)C(C)C)C2=CC=CC=C2 4-fluoro-N-{phenyl[4-(propan-2-yl)phenyl]methyl}-1-(3-{1H-pyrrolo[2,3-b]pyridin-5-yl}propanoyl)pyrrolidine-2-carboxamide